NC=1C(=NC(=C(N1)C=1NC=CC1)C1=CC(=NC(=C1)C)C)C(=O)NCC1=C(C=CC=C1F)F 3-amino-N-(2,6-difluorobenzyl)-6-(2,6-dimethylpyridin-4-yl)-5-(Azole-2-yl)pyrazine-2-carboxamide